C(#N)C=1C2=C(SC1NC(OC(C)(C)C)=O)C=CC(=C2C=2C1=C(C=3C=NC(=NC3C2F)N2C[C@H](CC2)N(C)C)COC1)F tert-Butyl (3-cyano-4-(3-((S)-3-(dimethylamino)pyrrolidin-1-yl)-5-fluoro-7,9-dihydrofuro[3,4-f]quinazolin-6-yl)-5-fluorobenzo[b]thiophen-2-yl)carbamate